(S)-Chloro-3a-hydroxy-1-(p-tolyl)-1,2,3,3a-tetrahydro-4H-pyrrolo[2,3-b]quinolin-4-one Cl[C@H]1CC2(C(=NC3=CC=CC=C3C2=O)N1C1=CC=C(C=C1)C)O